C(C)OC(C=C)=O ethyl-acrylate